[Cl-].C(CCCCC)OC=1C(=NSN1)C1=CCC[N+](C1)(C(CC)OC(C(C)(C)C)=O)C 5-(4-(Hexyloxy)-1,2,5-thiadiazol-3-yl)-1-methyl-1-(1-(pivaloyloxy)propyl)-1,2,3,6-tetrahydropyridin-1-ium chloride